ClC=1C=C(OCC(=O)O)C=CC1Cl 2-(3,4-dichloro-phenoxy)acetic acid